(2S,3S)-2-(3-bromo-2-fluorobenzyl)-3-((cyclopropylsulfonyl)amino)pyrrolidine-1-carboxylic acid tert-butyl ester C(C)(C)(C)OC(=O)N1[C@H]([C@H](CC1)NS(=O)(=O)C1CC1)CC1=C(C(=CC=C1)Br)F